C1=CN(C(=O)N=C1N)[C@H]2[C@@H]([C@@H]([C@H](O2)COP(=O)([O-])OP(=O)([O-])OP(=O)([O-])[O-])O)O The molecule is a nucleoside triphosphate(4-) obtained by global deprotonation of the triphosphate OH groups of CTP; major species present at pH 7.3. It has a role as a human metabolite and a Saccharomyces cerevisiae metabolite. It is a conjugate base of a CTP.